ClC=1C(=C(C=CC1Cl)O)C(C=1C=NNC1)O 3,4-dichloro-2-[hydroxy(1H-pyrazol-4-yl)methyl]phenol